ClC1=C(C=CC(=C1OC=1C(=C2C(N(C=NC2=CC1)C)=O)F)F)NS(=O)(=O)N1C[C@@H](CC1)F.[Pb+].[Cu+2] copper lead (i) (R)-N-(2-chloro-4-fluoro-3-((5-fluoro-3-methyl-4-oxo-3,4-dihydroquinazolin-6-yl)oxy)phenyl)-3-fluoropyrrolidine-1-sulfonamide